5-{[(2S)-1-(2-formyl-3-hydroxybenzoyl)piperidin-2-yl]methoxy}-2,3-dihydro-1-benzofuran-4-carbaldehyde C(=O)C1=C(C(=O)N2[C@@H](CCCC2)COC2=CC=C3C(CCO3)=C2C=O)C=CC=C1O